BrC1=CC=C(C=C1)C=1SC2=C(C1)C=CC=C2 (4-bromophenyl)benzothiophene